2-((2-((1-isopropyl-1H-pyrazolo[4,3-c]pyridin-6-yl)amino)-5-(1,3,4-oxadiazol-2-yl)pyrimidin-4-yl)amino)-2-methylpropan-1-ol C(C)(C)N1N=CC=2C=NC(=CC21)NC2=NC=C(C(=N2)NC(CO)(C)C)C=2OC=NN2